C(CC)NC(=O)NCCCCCC N-propyl-N'-hexylurea